(S)-(1-(4-ethoxy-5-((7-fluoro-2-methyl-2H-indazol-5-yl)carbamoyl)pyrimidin-2-yl)pyrrolidin-3-yl)(methyl)carbamic acid tert-butyl ester C(C)(C)(C)OC(N(C)[C@@H]1CN(CC1)C1=NC=C(C(=N1)OCC)C(NC1=CC2=CN(N=C2C(=C1)F)C)=O)=O